1-methyl-N-(3-(1-oxo-1,2,3,4-tetrahydroisoquinolin-6-yl)-1H-pyrrolo[2,3-b]pyridin-5-yl)piperidine-4-carboxamide CN1CCC(CC1)C(=O)NC=1C=C2C(=NC1)NC=C2C=2C=C1CCNC(C1=CC2)=O